C1(=CC=C(C=C1)C1=CC=CC=2C3=C(SC21)C(=CC=C3)C3=NC(=NC(=N3)C3=CC=CC=C3)C3=CC=CC=C3)C3=CC=CC=C3 2-(6-(1,1'-biphenyl-4-yl)-dibenzothiophene-4-yl)-4,6-diphenyl-1,3,5-triazine